8-((tert-butyldiphenylsilyl)oxy)-octan-1-ol [Si](C1=CC=CC=C1)(C1=CC=CC=C1)(C(C)(C)C)OCCCCCCCCO